5-(2-(2,6-dioxo-1-((2-(trimethylsilyl)ethoxy)methyl)piperidin-3-yl)-1-oxoisoindolin-4-yl)pent-4-yn-1-yl methanesulfonate CS(=O)(=O)OCCCC#CC1=C2CN(C(C2=CC=C1)=O)C1C(N(C(CC1)=O)COCC[Si](C)(C)C)=O